(R)-6-chloro-3-((1-(3,6-dimethyl-2-(2-methyl-1-oxoisoindolin-5-yl)-4-oxo-3,4-dihydroquinazolin-8-yl)ethyl)amino)-N-(methylsulfonyl)picolinamide ClC1=CC=C(C(=N1)C(=O)NS(=O)(=O)C)N[C@H](C)C=1C=C(C=C2C(N(C(=NC12)C=1C=C2CN(C(C2=CC1)=O)C)C)=O)C